C1(CC1)C=1N=C(C(=NC1C=1C2=C(C=NC1)N(C=N2)C)C(=O)N)NC2=CC(=NC(=C2)C)C 5-Cyclopropyl-3-[(2,6-dimethyl-4-pyridyl)amino]-6-(3-methylimidazo[4,5-c]pyridin-7-yl)pyrazin-2-carboxamid